tert-butyl (R)-3-(2,2-difluoroacetamido)-3-methylpyrrolidine-1-carboxylate FC(C(=O)N[C@]1(CN(CC1)C(=O)OC(C)(C)C)C)F